(Z)-N-(3-(4-(5-((2,6-dioxopiperidin-3-yl)amino)pyridin-2-yl)piperazin-1-yl)propyl)-6-(5-fluoro-2-oxoindolin-3-ylidene)-2-methyl-1,4,5,6-tetrahydrocyclopenta[b]pyrrole-3-carboxamide O=C1NC(CCC1NC=1C=CC(=NC1)N1CCN(CC1)CCCNC(=O)C=1C2=C(NC1C)\C(\CC2)=C\2/C(NC1=CC=C(C=C21)F)=O)=O